(E)-(2-cyano-2-(2-(3,5-dichloro-4-((6-oxo-1,6-dihydropyridin-3-yl)oxy)phenyl)hydrazino)acetyl)carbamic acid ethyl ester C(C)OC(NC(C(NNC1=CC(=C(C(=C1)Cl)OC1=CNC(C=C1)=O)Cl)C#N)=O)=O